C1(CC1)C1=NC(=NC(=C1C1=NC=C(C(=N1)OCC1=CC=C(C=C1)C=1N(C=C(N1)C(F)(F)F)C)OC)OC)C 4-cyclopropyl-6-methoxy-5-[5-methoxy-4-[[4-[1-methyl-4-(trifluoromethyl)imidazol-2-yl]phenyl]methoxy]pyrimidin-2-yl]-2-methyl-pyrimidine